stigmastane-22-ene-3,6-dione CC[C@H](C=C[C@@H](C)[C@H]1CC[C@H]2[C@@H]3CC(C4CC(CC[C@]4(C)[C@H]3CC[C@]12C)=O)=O)C(C)C